(R)-(tert-butyl 1-(4-(3,5-dimethylisoxazol-4-yl) phenyl)-2-(1,3-dioxoisoindolin-2-yl) ethyl) carbamate C(N)(O[C@@H](C(N1C(C2=CC=CC=C2C1=O)=O)C(C)(C)C)C1=CC=C(C=C1)C=1C(=NOC1C)C)=O